methyl 4-((R)-3-((S)-2-((tert-butoxycarbonyl)amino)-5-(2-nitro-1H-imidazol-1-yl)pentanamido)pyrrolidin-1-yl)butanoate C(C)(C)(C)OC(=O)N[C@H](C(=O)N[C@H]1CN(CC1)CCCC(=O)OC)CCCN1C(=NC=C1)[N+](=O)[O-]